C(C)OCC(C(=C)C)C(C=C)(C)C 3-(ethoxy-methyl)-2,4,4-trimethyl-hexa-1,5-diene